ClC=1C(=NC(=NC1)N1C[C@](CC1)(C)O)NC1=CC=2C3=C(C(N(C2C=C1)C)=O)OCC([C@@H](N3)C3CC3)(F)F (S)-10-((5-chloro-2-((R)-3-hydroxy-3-methylpyrrolidin-1-yl)pyrimidin-4-yl)amino)-2-cyclopropyl-3,3-difluoro-7-methyl-1,2,3,4-tetrahydro-[1,4]oxazepino[2,3-c]quinolin-6(7H)-one